3,7-bis(3-oxetanyl)-5-oxononane O1CC(C1)C(CC)CC(CC(CC)C1COC1)=O